C1(CCC1)OC1=CC=NC2=CC=C(C=C12)N1CC2(C1)CC(C2)\C=C\C=2C(=NOC2C2CC2)C2=C(C=NC=C2Cl)Cl (E)-4-cyclobutoxy-6-(6-(2-(5-cyclopropyl-3-(3,5-dichloropyridin-4-yl)isoxazol-4-yl)vinyl)-2-azaspiro[3.3]heptan-2-yl)quinoline